2,2,2-Trifluoroethyl 2-oxo-2-[(2R,5S)-5-methyl-2-[3-[(2S)-2-(dimethylamino)propoxy]phenyl]-1-piperidyl]acetate O=C(C(=O)OCC(F)(F)F)N1[C@H](CC[C@@H](C1)C)C1=CC(=CC=C1)OC[C@H](C)N(C)C